t-butylethyldimethoxysilane C(C)(C)(C)[Si](OC)(OC)CC